(1-(5-chloro-1-(4-(trifluoromethyl)phenyl)-1H-pyrazolo[3,4-b]pyridin-3-yl)pyrrolidin-3-yl)acrylamide ClC=1C=C2C(=NC1)N(N=C2N2CC(CC2)C(C(=O)N)=C)C2=CC=C(C=C2)C(F)(F)F